BrC=1C(=NC(=C(C1)Cl)Cl)CNC=O N-[(3-bromo-5,6-dichloropyridin-2-yl)methyl]formamide